NCCCCCCNCCC[Si](OC)(OC)C [3-(6-aminohexylamino)propyl]methyldimethoxysilane